Pyridin-2-yl-zinc(II) bromide [Br-].N1=C(C=CC=C1)[Zn+]